6-(3-(3-(3-Bromophenyl)ureido)-4-fluorophenoxy)benzo[d]thiazol BrC=1C=C(C=CC1)NC(NC=1C=C(OC2=CC3=C(N=CS3)C=C2)C=CC1F)=O